6-(4-methoxyphenyl)-4-phenyl-1,3,5-triazin-2(1H)-one COC1=CC=C(C=C1)C1=NC(=NC(N1)=O)C1=CC=CC=C1